(2S,4R)-1-(2-(3-acetyl-7-methyl-5-(2-methylpyrimidin-5-yl)-1H-pyrazolo[3,4-c]pyridin-1-yl)acetyl)-N-(6-bromo-3-methylpyridin-2-yl)-4-fluoro-4-(fluoro-methyl)pyrrolidine-2-carboxamide C(C)(=O)C1=NN(C2=C(N=C(C=C21)C=2C=NC(=NC2)C)C)CC(=O)N2[C@@H](C[C@@](C2)(CF)F)C(=O)NC2=NC(=CC=C2C)Br